Cl.C1=CC=CC=2C3=CC=CC=C3C(C12)OC(N(CCN)C)=O (9H-fluoren-9-yl)methyl(2-aminoethyl)carbamate hydrochloride